CC1(NCCC(C1)O)C 2,2-dimethylpiperidin-4-ol